FC=1C=C(CN2C=NC(=C2)NC(=O)C2C(C23CCC3)(F)F)C=C(C1)F N-(1-(3,5-difluorobenzyl)-1H-imidazol-4-yl)-2,2-difluorospiro[2.3]hexane-1-carboxamide